1-[1-[5-[5-(trifluoromethyl)-1,2,4-oxadiazol-3-yl]-2-thienyl]ethyl]piperidin-2-one FC(C1=NC(=NO1)C1=CC=C(S1)C(C)N1C(CCCC1)=O)(F)F